penta-aminovaleric acid NC(C(C(C(=O)O)(N)N)(N)N)C